4-(dibenzofuran-4-yl)phenylboronic acid C1=CC=C(C=2OC3=C(C21)C=CC=C3)C3=CC=C(C=C3)B(O)O